N-(5-(3-(3,3-difluorocyclobutyl)-1,2,4-oxadiazol-5-yl)-3-fluoro-2-methylphenyl)imidazo[1,2-a]pyridine-3-carboxamide FC1(CC(C1)C1=NOC(=N1)C=1C=C(C(=C(C1)NC(=O)C1=CN=C2N1C=CC=C2)C)F)F